CC(C)C(=O)/C=C\\C(=C(/C(=O)O)\\[O-])\\C(=O)[O-] The molecule is a hydroxy monocarboxylic acid anion obtained by deprotonation of the carboxy groups of 2-hydroxy-3-carboxy-6-oxo-7-methylocta-2,4-dienoic acid; major species at pH 7.3. It derives from an octa-2,4-dienoate. It is a conjugate base of a 2-hydroxy-3-carboxy-6-oxo-7-methylocta-2,4-dienoic acid.